SCC1SSC=C1 sulfanylmethyl-dithiol